COCC=1C=C(C=CC1)N[C@@H](CC(=O)O)C (R)-3-((3-(methoxymethyl)phenyl)amino)butanoic acid